N-cyclopropyl-5-(5-(3,5-dichlorophenyl)-5-(trifluoromethyl)-4,5-dihydroisoxazol-3-yl)-3-methyl-5,6-dihydro-4H-thieno[2,3-c]pyrrole-2-carboxamide C1(CC1)NC(=O)C1=C(C2=C(CN(C2)C2=NOC(C2)(C(F)(F)F)C2=CC(=CC(=C2)Cl)Cl)S1)C